(S)-3-(1-aminoethyl)-8-fluoro-2-(1H-pyrazol-3-yl)isoquinolin-1(2H)-one N[C@@H](C)C=1N(C(C2=C(C=CC=C2C1)F)=O)C1=NNC=C1